FC(C=1N=C2N(C(=CC=C2)NC2CCC(CC2)NC(=O)C2=NNN=C2)C1)(F)F N-[(1s,4s)-4-{[2-(trifluoromethyl)imidazo[1,2-a]pyridin-5-yl]amino}cyclohexyl]-2H-1,2,3-triazole-4-carboxamide